2-cyclopropyl-5-(8-fluoro-3-methylimidazo[1,2-a]pyridin-6-yl)-7H-pyrrolo[2,3-d]pyrimidine C1(CC1)C=1N=CC2=C(N1)NC=C2C=2C=C(C=1N(C2)C(=CN1)C)F